ClC1=C(C2=C(NC(O[C@]23CN(CC3)C(=O)C=3C=NN(C3)CC3=NC=C(C=C3)CN3C(C=CC=C3)=O)=O)C=C1)F (S)-6-Chloro-5-fluoro-1'-(1-((5-((2-oxopyridin-1(2H)-yl)methyl)pyridin-2-yl)methyl)-1H-pyrazole-4-carbonyl)spiro[benzo[d][1,3]oxazine-4,3'-pyrrolidin]-2(1H)-one